FC1(C2=CC=CC=C2C=2C=C(C=CC12)C(=O)NCC(=O)N1CC2(OCCO2)C[C@H]1C(=O)N[C@H](C)C=1SC=C(C1)C=1C=NC=NC1)F (S)-7-((9,9-difluoro-9H-fluorene-3-carbonyl)glycyl)-N-((R)-1-(4-(pyrimidin-5-yl)thiophen-2-yl)ethyl)-1,4-dioxa-7-azaspiro[4.4]nonane-8-carboxamide